tert-butyl 4-(4-(((tert-butyldimethylsilyl) oxy) methyl) thiazol-2-yl)-4-hydroxypiperidine-1-carboxylate [Si](C)(C)(C(C)(C)C)OCC=1N=C(SC1)C1(CCN(CC1)C(=O)OC(C)(C)C)O